(R)-3-methylpiperidine-1-carboxylic acid C[C@H]1CN(CCC1)C(=O)O